N1=CN=CC2=C1NC1=C2C=CN=C1 9H-pyrido[4',3':4,5]pyrrolo[2,3-d]pyrimidine